OCC1=NN(N=C1)C1=NC=C(C(=N1)OC)C#N 2-(4-(hydroxymethyl)-2H-1,2,3-triazol-2-yl)-4-methoxypyrimidine-5-carbonitrile